N-(4-(bicyclo[3.1.1]heptan-3-yloxy)-3-fluoro-5-hydroxyphenyl)-2-(3-ethyl-3-methoxyazetidin-1-yl)-5-(2,2,2-trifluoroethyl)oxazole-4-carboxamide C12CC(CC(C1)C2)OC2=C(C=C(C=C2O)NC(=O)C=2N=C(OC2CC(F)(F)F)N2CC(C2)(OC)CC)F